1-{3-amino-6-[5-(4-methylpiperazin-1-yl)thiophen-2-yl]pyrazin-2-yl}pyrazole-4-carboxamide NC=1C(=NC(=CN1)C=1SC(=CC1)N1CCN(CC1)C)N1N=CC(=C1)C(=O)N